C(=O)O[C@@H]1[C@@H](C[C@H](C1)O[Si](C)(C)C(C)(C)C)CC=C (1S,2R,4R)-2-ALLYL-4-((TERT-BUTYLDIMETHYLSILYL)OXY)CYCLOPENTYL FORMATE